2-([1,1'-biphenyl]-4-yl)-4-(3''-bromo-[1,1':4',1''-terphenyl]-3-yl)-6-phenyl-1,3,5-triazine C1(=CC=C(C=C1)C1=NC(=NC(=N1)C=1C=C(C=CC1)C1=CC=C(C=C1)C1=CC(=CC=C1)Br)C1=CC=CC=C1)C1=CC=CC=C1